5-[2-(9-[[2,6-dimethoxy-4-(2-methyl-1-oxo-2,7-naphthyridin-4-yl)phenyl]methyl]-1-oxa-4,9-diazaspiro[5.5]undecan-4-yl)ethoxy]-2-(2,6-dioxopiperidin-3-yl)isoindole-1,3-dione COC1=C(C(=CC(=C1)C1=CN(C(C2=CN=CC=C12)=O)C)OC)CN1CCC2(CN(CCO2)CCOC=2C=C3C(N(C(C3=CC2)=O)C2C(NC(CC2)=O)=O)=O)CC1